(3-(morpholine-4-carbonyl)phenyl)-4-(4-phenylbutoxy)benzamide N1(CCOCC1)C(=O)C=1C=C(C=CC1)C1=C(C(=O)N)C=CC(=C1)OCCCCC1=CC=CC=C1